(R)-5-((3,5-Dimethyl-1H-pyrazol-4-yl)amino)-2-(3-(5-(3-hydroxy-1-methyl-2-oxopyrrolidin-3-yl)isoxazol-3-yl)phenyl)pyrimidine-4-carboxamide CC1=NNC(=C1NC=1C(=NC(=NC1)C1=CC(=CC=C1)C1=NOC(=C1)[C@]1(C(N(CC1)C)=O)O)C(=O)N)C